C(C)N1C(=NC(=C1)C(F)(F)F)C1=CC=C(CNC2CC2)C=C1 N-(4-(1-ethyl-4-(trifluoromethyl)-1H-imidazol-2-yl)benzyl)cyclopropanamine